Tert-butyl 3-(4-((4-(4-amino-3-(4-phenoxyphenyl)-1H-pyrazolo[3,4-d]pyrimidin-1-yl) piperidin-1-yl)methyl)piperidin-1-yl)azetidine-1-carboxylate NC1=C2C(=NC=N1)N(N=C2C2=CC=C(C=C2)OC2=CC=CC=C2)C2CCN(CC2)CC2CCN(CC2)C2CN(C2)C(=O)OC(C)(C)C